3-amino-1,2-propylene glycol NCC(CO)O